tert-Butyl 3-((N-((2,6-dimethoxyphenyl)-2-(6-ethoxypyridin-2-yl)-1H-imidazo[4,5-b]pyrazin-5-yl)sulfamoyl)methyl)-3-hydroxyazetidine-1-carboxylate COC1=C(C(=CC=C1)OC)N1C(=NC=2C1=NC=C(N2)NS(=O)(=O)CC2(CN(C2)C(=O)OC(C)(C)C)O)C2=NC(=CC=C2)OCC